BrC1=CN=CC2=C1OCC(N2)=O 8-bromo-4H-pyrido[4,3-b][1,4]oxazin-3-one